FC1=CC=C(C=C1)C(C)C(C(=O)N)N1N=CC=2N(C1=O)C(=CC2)C 1-(4-fluorophenyl)ethyl-2-(6-methyl-4-oxopyrrolo[1,2-d][1,2,4]triazin-3(4H)yl)acetamide